tert-Butyl N-[[2-[[2-(2-ethyl-3,5-difluoro-phenoxy)acetyl]-[(2-fluoro-4-sulfamoyl-phenyl)methyl]amino]acetyl]amino]carbamate C(C)C1=C(OCC(=O)N(CC(=O)NNC(OC(C)(C)C)=O)CC2=C(C=C(C=C2)S(N)(=O)=O)F)C=C(C=C1F)F